C1(=CC=CC=C1)C(CNC(=O)[C@@H]1CN(CC[C@H]1NC(=O)C1=NOC(=C1)C1=C(C=C(C=C1)F)F)C1CCCCC1)C |o1:11,16| (3R*,4R*)-1-Cyclohexyl-4-{[5-(2,4-difluoro-phenyl)-isoxazole-3-carbonyl]-amino}-piperidine-3-carboxylic acid (2-phenyl-propyl)-amide